4-fluoro-1-(oxazolidin-2-yl)pyrazole FC=1C=NN(C1)C1OCCN1